5-chloro-1H-benzotriazolium-3-oxide tetrafluoroborate F[B-](F)(F)F.ClC1=CC2=C([NH2+]N=[N+]2[O-])C=C1